3-(3-(3-chloro-2-hydroxyphenyl)imidazo[1,5-a]pyridin-1-yl)pyridin-2-ol isopropyl-(S)-6-diazo-2-((2S,3R)-2-isopropoxy-3-methylpentanamido)-5-oxohexanoate C(C)(C)[C@](C(=O)OC1=NC=CC=C1C=1N=C(N2C1C=CC=C2)C2=C(C(=CC=C2)Cl)O)(CCC(C=[N+]=[N-])=O)NC([C@H]([C@@H](CC)C)OC(C)C)=O